(S)-2-(2-azidoacetamido)-N1,N5-bis((S)-3-(tert-butyl)-1,4-dioxo-1-(1-(pent-4-en-1-yl)-1H-indazol-3-yl)-8,11,14-trioxa-2,5-diazahexadecan-16-yl)glutaramide N(=[N+]=[N-])CC(=O)N[C@H](C(=O)NCCOCCOCCOCCNC([C@@H](NC(C1=NN(C2=CC=CC=C12)CCCC=C)=O)C(C)(C)C)=O)CCC(=O)NCCOCCOCCOCCNC([C@@H](NC(=O)C1=NN(C2=CC=CC=C12)CCCC=C)C(C)(C)C)=O